C(CCCCC)OC(=O)C1C(C(CCC1)C)C(=O)OCCCCCC 3-methylcyclohexane-1,2-diformic acid dihexyl ester